Methyl 2-(1-(tert-butoxy carbonyl)azetidin-3-yl)-5-methyl-1-((2-(trimethylsilyl)ethoxy)methyl)-1H-benzo[d]imidazole-6-carboxylate C(C)(C)(C)OC(=O)N1CC(C1)C1=NC2=C(N1COCC[Si](C)(C)C)C=C(C(=C2)C)C(=O)OC